C1(CCCC1)N1C(NC2=NC=CC(=C21)OC2=C(C=C(C=C2)NC(=O)C=2C=NN(C2C(F)(F)F)C2=CC=CC=C2)F)=O N-(4-((1-cyclopentyl-2-oxo-2,3-dihydro-1H-imidazo[4,5-b]pyridin-7-yl)oxy)-3-fluorophenyl)-1-phenyl-5-(trifluoromethyl)-1H-pyrazole-4-carboxamide